C(C1=CC=CC=C1)OC=1C=C2CCC(CC2=CC1)=O 6-(benzyloxy)-3,4-dihydronaphthalene-2(1H)-one